BrC=1C=C(C=C(C1C)Br)C1=C(C=C(C2=CC(=C(C=C12)OC)OC)O)C(=O)OC methyl 1-(3,5-dibromo-4-methylphenyl)-4-hydroxy-6,7-dimethoxy-2-naphthoate